C(C)(C)(C)OC(=O)N[C@H](C(=O)NC1=CC=C(C=C1)C=1C(=[N+](C=CC1C)[O-])C(F)F)C1CCCCC1 (S)-3-(4-(2-((tert-butoxycarbonyl)amino)-2-cyclohexylacetamido)phenyl)-2-(difluoromethyl)-4-methylpyridine 1-oxide